OC1=CC=C(CC=2C(=CC=3CCC4=CC(=CC=C4C3C2OC)O)O)C=C1 3-(4-hydroxybenzyl)-4-methoxy-9,10-dihydro-phenanthrene-2,7-diol